methyl (2E)-3-methyl-4-[[(2S)-1-[6-oxo-5-(trifluoromethyl)-1-[[2-(trimethylsilyl)ethoxy]methyl]-1,6-dihydropyridazin-4-yl]pyrrolidin-2-yl]methoxy]but-2-enoate C\C(=C/C(=O)OC)\COC[C@H]1N(CCC1)C=1C=NN(C(C1C(F)(F)F)=O)COCC[Si](C)(C)C